C[N+](C)(CCCS(=O)(=O)[O-])CCCNC(CCCCCCCCCCCCC)=O.ClC=1N=CC=2N(C1)C(=NN2)C(F)(F)Cl 6-chloro-3-(chlorodifluoromethyl)-[1,2,4]triazolo[4,3-a]pyrazine 3-[N,N-dimethyl(3-myristoylaminopropyl)ammonio]-propanesulfonate